ClC=1C(=C(C(=O)C2=NC=NC3=CC(=C(C=C23)OC2CCN(CC2)C(C#C)=O)OC)C=CC1Cl)F 1-(4-((4-(3,4-dichloro-2-fluorobenzoyl)-7-methoxyquinazolin-6-yl)oxy)piperidin-1-yl)prop-2-yn-1-one